N1=C(C=CC=C1)NC1=CC2=C(NC(=N2)CSC2=CC(=NC=C2)C(F)(F)F)C=C1 N-(Pyridin-2-yl)-2-(((2-(trifluoromethyl)pyridin-4-yl)thio)methyl)-1H-benzo[d]imidazol-5-amine